(αR)-α-methylcyclopropanemethanamine C[C@@H](N)C1CC1